C1=NN=C2N1C1=CC=CC=C1N=C2 [1,2,4]triazolo[4,3-a]quinoxaline